2,2-dimethyl-N-(pyridin-2-yl)propanamide CC(C(=O)NC1=NC=CC=C1)(C)C